CC/C=C\C/C=C\C/C=C\C/C=C\C/C=C\CCCCCCCC(=O)O all-cis-9,12,15,18,21-tetracosapentaenoic acid